6-methoxy-2-[(3R)-3-methylpiperazin-1-yl]quinoxaline COC=1C=C2N=CC(=NC2=CC1)N1C[C@H](NCC1)C